8-(dimethylamino)-7-fluoro[2]benzoxepino[3,4-f]-1,3-benzodioxol-11(6H)-one CN(C1=C(C2=C(C(C=3C(=CC4=C(OCO4)C3)OC2)=O)C=C1)F)C